CNC1=NC(=NC(=N1)S)S 6-methylamino-1,3,5-triazine-2,4-dithiol